BrC1=CC(=C(C(=O)N(CC2COCC2)C)C(=C1)F)F 4-bromo-2,6-difluoro-N-methyl-N-((tetrahydrofuran-3-yl)methyl)benzamide